DL-Tartaric acid C(C(O)C(O)C(=O)O)(=O)O